OCC1=C(N=CS1)C=1C=CC=2N(C1)C=C(N2)NC(=O)C2CC2 N-(6-(5-(hydroxymethyl)thiazol-4-yl)imidazo[1,2-a]pyridin-2-yl)cyclopropanecarboxamide